2,2'-dithiodibenzonitrile C(C1=C(C=CC=C1)SSC1=C(C#N)C=CC=C1)#N